4-(4-((1R,5S)-3,8-diazabicyclo[3.2.1]oct-3-yl)-8-fluoro-2-(((S)-1-methylpyrrolidin-2-yl)methoxy)-5-(propynyl)pyrido[4,3-d]pyrimidin-7-yl)-5-ethyl-6-fluoronaphthalen-2-ol [C@H]12CN(C[C@H](CC1)N2)C=2C1=C(N=C(N2)OC[C@H]2N(CCC2)C)C(=C(N=C1C#CC)C1=CC(=CC2=CC=C(C(=C12)CC)F)O)F